(S)-6-chloro-2-(5-(1-hydroxy-2-methoxyethyl)-1H-1,2,4-triazol-3-yl)-3-(1H-imidazol-1-yl)-5-methoxy-1-methyl-1H-indole-7-carbonitrile ClC1=C(C=C2C(=C(N(C2=C1C#N)C)C1=NNC(=N1)[C@@H](COC)O)N1C=NC=C1)OC